CN(C(=O)[C@@H]1C[C@@H](CN1)CC(=O)OCC)C ethyl [(3R,5S)-5-(dimethylcarbamoyl)pyrrolidin-3-yl]acetate